[Si](C)(C)(C(C)(C)C)OCCCC(=O)C=1C(=NC(=CC1)Cl)N1N=C(C=C1C)C#N 1-[3-[4-[tert-butyl(dimethyl)silyl]oxybutanoyl]-6-chloro-2-pyridyl]-5-methyl-pyrazole-3-carbonitrile